3-(4-pyridyl)-N-methyl-L-phenylalanine N1=CC=C(C=C1)C=1C=C(C[C@H](NC)C(=O)O)C=CC1